6-(4-cyclopropylpiperazin-1-yl)-2-(5,7-dimethylimidazo[1,2-a]pyrimidin-2-yl)quinazolin-4(3H)-one C1(CC1)N1CCN(CC1)C=1C=C2C(NC(=NC2=CC1)C=1N=C2N(C(=CC(=N2)C)C)C1)=O